C(C\C=C\CCCC\C=C/CC)OC1=C(C=C(C=O)C=C1)OCC 4-(((3e,9z)-dodeca-3,9-dien-1-yl)oxy)-3-ethoxybenzaldehyde